[N+](=O)([O-])C=1C=C(OCCCO)C=CC1 3-(3-nitrophenoxy)propan-1-ol